9-(4-(4,6-dimethoxypyrimidin-5-yl)phenyl)-6,7-dimethoxynaphtho[2,3]furan COC1=NC=NC(=C1C1=CC=C(C=C1)C1=C2C=C(C(=CC2=CC=2C=COC21)OC)OC)OC